3-(Hexadecyloxy)propyl (tert-butoxycarbonyl)-L-alaninate C(C)(C)(C)OC(=O)N[C@@H](C)C(=O)OCCCOCCCCCCCCCCCCCCCC